(S)-4-(1-ethyl-1H-pyrazol-4-yl)-N2-[1-(4-fluorophenyl)ethyl]-N6-(pyrazin-2-yl)pyridine-2,6-diamine C(C)N1N=CC(=C1)C1=CC(=NC(=C1)NC1=NC=CN=C1)N[C@@H](C)C1=CC=C(C=C1)F